4-(4-amino-3-(4-phenoxyphenyl)-1H-pyrazolo[3,4-d]pyrimidin-1-yl)-3-fluoropiperidine-1-carboxylate NC1=C2C(=NC=N1)N(N=C2C2=CC=C(C=C2)OC2=CC=CC=C2)C2C(CN(CC2)C(=O)[O-])F